BrC1=C(C(=O)OC)C=CC(=C1F)N1CCC(CC1)C(OC)OC methyl 2-bromo-4-[4-(dimethoxymethyl)-1-piperidyl]-3-fluoro-benzoate